2-[4-(Naphthalene-2-yl)[1,1':4',1''-terphenyl]-2'-yl]-4,4,5,5-tetramethyl-1,3,2-dioxaborolane C1=C(C=CC2=CC=CC=C12)C1=CC=C(C=C1)C1=C(C=C(C=C1)C1=CC=CC=C1)B1OC(C(O1)(C)C)(C)C